acrylamide TFA salt OC(=O)C(F)(F)F.C(C=C)(=O)N